(E)-5-(4-bromo-phenyl)-5-methyl-hex-2-enoic acid ethyl ester C(C)OC(\C=C\CC(C)(C)C1=CC=C(C=C1)Br)=O